2-(1-(5-bromopyridin-2-yl)-2,2,2-trifluoroethoxy)-1-(pyrrolidin-1-yl)ethanone indium-titanium-tin [Sn].[Ti].[In].BrC=1C=CC(=NC1)C(C(F)(F)F)OCC(=O)N1CCCC1